NC1=NC=CC(=C1Cl)SC=1C=2N(C(=NC1)N1CCC3([C@@H]([C@@H](OC3)C)N)CC1)C=NN2 (3S,4S)-8-(8-((2-amino-3-chloropyridin-4-yl)thio)-[1,2,4]triazolo[4,3-c]pyrimidin-5-yl)-3-methyl-2-oxa-8-azaspiro[4.5]decan-4-amine